2-(chloromethyl)-1-ethyl-1H-imidazole hydrochloride Cl.ClCC=1N(C=CN1)CC